FC=1C=C2C(=NNC2=CC1OCCOC)C1=CC(=NO1)C1=CC=C(C=C1)N1CCN(CCC1)C 5-Fluoro-6-(2-methoxyethoxy)-3-{3-[4-(4-methyl-1,4-diazepan-1-yl)phenyl]-1,2-oxazol-5-yl}-1H-indazol